O(C1=CC=CC=C1)C(=O)NC=1C=CSC1 4-((phenoxycarbonyl)amino)thiophene